ClC1=C(C=CC=C1)C(C)OC1=NN(C2=NN=C(C=C21)C=2C(NC(NC2)=O)=O)C 5-[3-[1-(2-chlorophenyl)ethoxy]-1-methyl-pyrazolo[3,4-c]pyridazin-5-yl]-1H-pyrimidine-2,4-dione